6-bromo-1-methyl-1H-quinolin-2-one BrC=1C=C2C=CC(N(C2=CC1)C)=O